(S)-6-(8-(4-fluorophenyl)-6-azaspiro[3.4]octane-6-carbonyl)pyrazin-2(1H)-one FC1=CC=C(C=C1)[C@@H]1CN(CC12CCC2)C(=O)C2=CN=CC(N2)=O